C1(CC1)C=1C=CC(=NC1)CC1(CCN(CC1)C(C1=C(N=CC=C1)C1=NC=NC=C1)=O)C#N 4-((5-cyclopropylpyridin-2-yl)methyl)-1-(2-(pyrimidin-4-yl)nicotinoyl)piperidine-4-carbonitrile